FC1=C(C=CC(=C1)F)C1C(NC=2C=3C1=NNC(C3C=C(C2)F)=O)C2CCN(CC2)C 9-(2,4-difluorophenyl)-5-fluoro-8-(1-methylpiperidin-4-yl)-2,7,8,9-tetrahydro-3H-pyrido[4,3,2-de]phthalazin-3-one